5-iodo-N-(1-(tetrahydro-2H-pyran-4-yl)-1H-pyrazol-4-yl)pyrimidin-2-amine IC=1C=NC(=NC1)NC=1C=NN(C1)C1CCOCC1